1,3,5-tricyanocyanocyclohexane C(#N)C1(CC(CC(C1)C#N)C#N)C#N